6-chloronaphthalene-1-sulfonyl chloride ClC=1C=C2C=CC=C(C2=CC1)S(=O)(=O)Cl